N1(C=NC=C1)C1=CC2=C(NC(=N2)C)C(=C1)C(=O)NC1CCC(CC1)OCCOC 5-(1H-imidazol-1-yl)-N-((1r,4r)-4-(2-methoxyethoxy)cyclohexyl)-2-methyl-1H-benzo[d]imidazole-7-carboxamide